1-(2-((1-isobutyl-6-((5-methylthiazol-2-yl)amino)-1H-pyrrolo[3,2-c]pyridin-4-yl)oxy)-6-azaspiro[3.4]octan-6-yl)prop-2-en-1-one C(C(C)C)N1C=CC=2C(=NC(=CC21)NC=2SC(=CN2)C)OC2CC1(C2)CN(CC1)C(C=C)=O